Tert-butyl (4R)-4-(4-{4-[(2,6-dioxopiperidin-3-yl)amino]phenyl}piperazin-1-yl)-3,3-difluoropiperidine-1-carboxylate O=C1NC(CCC1NC1=CC=C(C=C1)N1CCN(CC1)[C@H]1C(CN(CC1)C(=O)OC(C)(C)C)(F)F)=O